ClC=1C2=C(N=CN1)N(C=C2C=2N=NC(=CC2)OC)C2=CC=CC=C2 4-chloro-5-(6-methoxy-pyridazin-3-yl)-7-phenyl-7H-pyrrolo[2,3-d]pyrimidine